BrC1=CC=C2C(C(=CN(C2=C1)C)CN[C@@H]1CN(CCC1)C=1C=NC=CC1)=O 7-bromo-1-methyl-3-({[(3S)-1-(pyridin-3-yl)piperidin-3-yl]amino}methyl)-1,4-dihydroquinolin-4-one